tert-butyl 1-((2-(trimethylsilyl)ethoxy)methyl)-1,4,5,6,7,8-hexahydro-4,7-epiminocyclohepta[c]pyrazole-9-carboxylate C[Si](CCOCN1N=CC2=C1CC1CCC2N1C(=O)OC(C)(C)C)(C)C